3-FORMYL-CYCLOPENTANECARBONITRILE C(=O)C1CC(CC1)C#N